{1-[1-(2,6-difluorobenzoyl)piperidin-4-yl]-3-[4-(7H-pyrrolo[2,3-d]pyrimidin-4-yl)-1H-pyrazol-1-yl]azetidin-3-yl}acetonitrile FC1=C(C(=O)N2CCC(CC2)N2CC(C2)(N2N=CC(=C2)C=2C3=C(N=CN2)NC=C3)CC#N)C(=CC=C1)F